1-((tert-butyloxycarbonyl)amino)cyclopropane-1-carboxylic acid C(C)(C)(C)OC(=O)NC1(CC1)C(=O)O